C(C(=C)C)(=O)OCCOC(NCC)=O 2-[(ethylcarbamoyl) oxy]ethyl methacrylate